C(C)OC(\C(=C\C1CC1)\C)=O (E)-3-cyclopropyl-2-methyl-prop-2-enoic acid ethyl ester